C(C)N1C2=CC=CC=C2C2=CC(CC=C12)=C1C=CC(C=C1)=C1C=CC(C=C1)=C1CC=C2N(C3=CC=CC=C3C2=C1)CC 4,4'-bis(9-ethyl-3-carbazolylidene)-1,1'-biphenyl